C(CC#CCCC)OC(CCCCC(=O)O)OCCC#CCCC 6,6-bis(hept-3-yn-1-yloxy)hexanoic acid